N-(2-carboxyethyl)-L-cysteine ethyl ester hydrochloride Cl.C(C)OC([C@@H](NCCC(=O)O)CS)=O